N1N=CC2=NC(=CC=C21)CC2CC1(CN(C1)C=O)C2 [6-(1H-pyrazolo[4,3-b]pyridin-5-ylmethyl)-2-azaspiro[3.3]heptan-2-yl]methanone